C(C1=CC=CC=C1)N[C@H](C(=O)OC)CCC(C)C methyl (2s)-2-(benzylamino)-5-methyl-hexanoate